Cl/C=C/C(=O)N1CC=2N(CC1)N=C(C2C2=CC=NC=C2)C2=C(C=C(C=C2)Cl)F (2E)-3-chloro-1-[2-(4-chloro-2-fluorophenyl)-3-(pyridin-4-yl)-6,7-dihydropyrazolo[1,5-a]pyrazin-5(4H)-yl]prop-2-en-1-one